NC([C@H](C[C@H]1C(NC(C1)(C)C)=O)NC([C@H](CC1CC1)NC([C@H](C(C)(C)C)NC(OC(C)(C)C)=O)=O)=O)=O tert-butyl ((S)-1-(((S)-1-(((S)-1-amino-3-((R)-5,5-dimethyl-2-oxopyrrolidin-3-yl)-1-oxopropan-2-yl)amino)-3-cyclopropyl-1-oxopropan-2-yl)amino)-3,3-dimethyl-1-oxobutan-2-yl)carbamate